(E)-N-(3,4-dimethoxybenzyl)-3-(5-methyl-2,6-dioxo-1,2,3,6-tetrahydropyrimidin-4-yl)acrylamide COC=1C=C(CNC(\C=C\C=2NC(NC(C2C)=O)=O)=O)C=CC1OC